5-(tert-butyl)-2-((3,3'-di-tert-butyl-5,5'-dimethoxy-2'-((4,4,5,5-tetraphenyl-1,3,2-dioxaphospholan-2-yl)oxy)-[1,1'-biphenyl]-2-yl)oxy)benzo[d][1,3,2]dioxaphosphol C(C)(C)(C)C1=CC2=C(OP(O2)OC2=C(C=C(C=C2C(C)(C)C)OC)C2=C(C(=CC(=C2)OC)C(C)(C)C)OP2OC(C(O2)(C2=CC=CC=C2)C2=CC=CC=C2)(C2=CC=CC=C2)C2=CC=CC=C2)C=C1